FC1=CC=C2C=CC(N(C2=C1OCCNC[C@@H]1CN(C(O1)=O)C1=NC2=C(OCC(N2)=O)N=C1)C)=O (R)-6-(5-(((2-((7-fluoro-1-methyl-2-oxo-1,2-dihydroquinolin-8-yl)oxy)ethyl)amino)methyl)-2-oxooxazolidin-3-yl)-2H-pyrazino[2,3-b][1,4]oxazin-3(4H)-one